n-amyl-oxazoline C(CCCC)C=1OCCN1